2-bromo-4-(2-(4,4-difluoropiperidin-1-yl)ethoxy)pyridin BrC1=NC=CC(=C1)OCCN1CCC(CC1)(F)F